(diphenylamino)hafnium C1(=CC=CC=C1)N(C1=CC=CC=C1)[Hf]